The molecule is a 2-oxo monocarboxylic acid that is pyruvic acid substituted by a 1H-indol-3-yl group at position 3. It has been found in Lycopersicon esculentum It has a role as a Saccharomyces cerevisiae metabolite and a plant metabolite. It is a 2-oxo monocarboxylic acid and an indol-3-yl carboxylic acid. It derives from a pyruvic acid. It is a conjugate acid of a 3-(indol-3-yl)pyruvate. C1=CC=C2C(=C1)C(=CN2)CC(=O)C(=O)O